C(CCCCCCC)N(CCN1CCN(CC1)CCN(CCN(CCCCCCCCCCCC)CCCCCCCCCCCC)CCCCCCCCCCCC)CCCCCCCC N1-(2-(4-(2-(dioctylamino)ethyl)piperazin-1-yl)ethyl)-N1,N2,N2-tridodecylethane-1,2-diamine